3,3',5,5'-tetra-tert-butyl-biphenyl C(C)(C)(C)C=1C=C(C=C(C1)C(C)(C)C)C1=CC(=CC(=C1)C(C)(C)C)C(C)(C)C